FC=1C=C(C=C(C1)F)C=1SC(=C(N1)C(C)C)CCC(=O)C1=CC(=C(C=C1)OCCO)C 3-(2-(3,5-difluorophenyl)-4-isopropylthiazol-5-yl)-1-(4-(2-hydroxyethoxy)-3-methylphenyl)propan-1-one